ethyl 2-(2-((5-bromo-7-(((tert-butoxycarbonyl)(2,2,2-trifluoroethyl)amino)methyl)benzofuran-3-yl)methoxy)phenyl)acetate BrC=1C=C(C2=C(C(=CO2)COC2=C(C=CC=C2)CC(=O)OCC)C1)CN(CC(F)(F)F)C(=O)OC(C)(C)C